C(C)(C)(C)OC(=O)N1[C@H](CN(CC1)C=1N=NC(=CC1)NC(C1=CC=CC=C1)C1=CC=CC=C1)C (S)-4-(6-((benzhydryl)amino)pyridazin-3-yl)-2-methylpiperazine-1-carboxylic acid tert-butyl ester